tert-Butyl N-[5-(1-cyano-1-methylethyl)-3-ethylsulfanyl-2-pyridyl]carbamate C(#N)C(C)(C)C=1C=C(C(=NC1)NC(OC(C)(C)C)=O)SCC